isocyanotetrafluorophenoxide copper salt [Cu+2].[N+](#[C-])C1=C(C(=C(C(=C1[O-])F)F)F)F.[N+](#[C-])C1=C(C(=C(C(=C1[O-])F)F)F)F